[C@H]1([C@H](C(=O)O[C@@H]1[C@@H](C(=O)O)O)O)O The molecule is a delta-lactone that is D-glucono-1,4-lactone in which the hydroxy group at position 6 has been oxidised to the corresponding carboxylic acid. It is a delta-lactone and an aldarolactone. It derives from a D-glucono-1,4-lactone. It is a conjugate acid of a D-glucaro-1,4-lactone(1-).